2-methyl-4-(5-(trifluoromethyl)-5-(3,4,5-trifluorophenyl)-4,5-dihydroisoxazol-3-yl)benzoic acid CC1=C(C(=O)O)C=CC(=C1)C1=NOC(C1)(C1=CC(=C(C(=C1)F)F)F)C(F)(F)F